N-(4-carbamimidoylbenzyl)-1-(4-(3-cyanobenzyl)benzyl)-1H-pyrazole-4-carboxamide C(N)(=N)C1=CC=C(CNC(=O)C=2C=NN(C2)CC2=CC=C(C=C2)CC2=CC(=CC=C2)C#N)C=C1